tert-butyl N-[(3R)-1-[2-ethyl-6-fluoro-7-({8-fluoro-2-methylimidazo[1,2-a]pyridin-6-yl}carbamoyl)indazol-4-yl]pyrrolidin-3-yl]-N-methylcarbamate C(C)N1N=C2C(=C(C=C(C2=C1)N1C[C@@H](CC1)N(C(OC(C)(C)C)=O)C)F)C(NC=1C=C(C=2N(C1)C=C(N2)C)F)=O